O[C@]1(CC[C@H]2[C@@H]3CCC4=CC(CCC4=C3[C@H](C[C@]12C)C1=CC=C(C=C1)NC)=O)C#CC (8S,11R,13S,14S,17S)-17-hydroxy-13-methyl-11-[4-(methylamino)phenyl]-17-prop-1-ynyl-1,2,6,7,8,11,12,14,15,16-decahydrocyclopenta[a]phenanthren-3-one